N[C@@H]1C[C@H](NC1)C(=O)O 4-(R)-amino-L-proline